methyl (2S,4R)-1-benzyl-4-((tert-butyldiphenylsilyl)oxy)pyrrolidine-2-carboxylate C(C1=CC=CC=C1)N1[C@@H](C[C@H](C1)O[Si](C1=CC=CC=C1)(C1=CC=CC=C1)C(C)(C)C)C(=O)OC